C(C1=CC=CC=C1)OC1=C(C=C(C=C1C)C1=NC2=CC(=CC=C2C(N1)=O)F)C 2-(4-benzyloxy-3,5-dimethylphenyl)-7-fluoro-3H-quinazolin-4-one